CC(=CCCC1C(CCCC1)C=O)C 4-(4-methyl-3-penten-1-yl)-3-cyclohexanecarbaldehyde